CC(=C)CCCCC 2-methyl-hept-1-ene